NC1=NN(C2=CC(=CC(=C12)C1=CC=C(C=C1)N)N1C[C@@H]2N(CC1)C(CC2)=O)C (R)-2-(3-amino-4-(4-aminophenyl)-1-methyl-1H-indazol-6-yl)hexahydropyrrolo[1,2-a]pyrazin-6(2H)-one